CC(C)(C)OC(=O)NC1(COC1)C#C tert-butyl N-(3-ethynyloxetan-3-yl)carbamate